NC1=NC=CC=C1C1=NC=2C(=NC(=CC2)C2=CC=CC=C2)N1C1=CC=C(CN2CCC(CC2)N(C#N)C([2H])([2H])[2H])C=C1 N-(1-(4-(2-(2-Aminopyridin-3-yl)-5-phenyl-3H-imidazo[4,5-b]pyridin-3-yl)benzyl)piperidin-4-yl)-N-(methyl-d3)cyanamide